3-chloropropyl-trimethoxysilane tert-Butyl-N-(7,8-dichloro-4-(1H-imidazol-1-yl)quinolin-2-yl)-N-(2-morpholinoethyl)glycinate C(C)(C)(C)OC(CN(CCN1CCOCC1)C1=NC2=C(C(=CC=C2C(=C1)N1C=NC=C1)Cl)Cl)=O.ClCCC[Si](OC)(OC)OC